2-(Chloromethyl)-5-hydroxy-4H-pyran ClCC=1OC=C(CC1)O